1,3-bis(3-cyclohexyloxypropyl)imidazolium C1(CCCCC1)OCCCN1C=[N+](C=C1)CCCOC1CCCCC1